N-(4-{[6-(5-chloro-2-fluorophenyl)-2H,3H,4H-pyrido[3,2-b][1,4]oxazin-8-yl]amino}pyridin-2-yl)-3-(4-methylpiperazin-1-yl)propenamide ClC=1C=CC(=C(C1)C=1C=C(C=2OCCNC2N1)NC1=CC(=NC=C1)NC(C=CN1CCN(CC1)C)=O)F